Hydroperoxy-4-methoxybenzene O(O)C1=CC=C(C=C1)OC